ClC1=C(C=2N=C(N=C(C2C(=N1)OC)N1CC(C1)O)SC)F 1-(7-chloro-8-fluoro-5-methoxy-2-(methylthio)pyrido[4,3-d]pyrimidin-4-yl)azetidin-3-ol